ClC1=C(C=C2C=C(N=CC2=C1)NC(=O)[C@@H]1[C@H]([C@H]1C1=NN(C=C1)C)C)N1CCN(CC1)[C@@]1(COC[C@@H]1O)C (1R,2S,3R)-N-[7-chloro-6-[4-((3R,4R)-4-hydroxy-3-methyl-tetrahydrofuran-3-yl)piperazin-1-yl]-3-isoquinolinyl]-2-methyl-3-(1-methylpyrazol-3-yl)cyclopropanecarboxamide